racemic-1-(5-(2-(azetidin-1-yl)-7-bromo-1H-benzo[d]imidazole-4-carbonyl)-2-(4-isopropylphenyl)-2,3,4,5,5a,6,8,9-octahydro-7H-1,2,5,7-tetraazabenzo[cd]azulen-7-yl)prop-2-en-1-one N1(CCC1)C1=NC2=C(N1)C(=CC=C2C(=O)N2CCC=1N(N=C3CCN(C[C@H]2C13)C(C=C)=O)C1=CC=C(C=C1)C(C)C)Br |r|